(2r,5s)-2-(1-(4-bromophenyl)-4-(4-fluorophenyl)-1H-pyrazol-3-yl)-5-methyl-3-(2-(2-oxoindol-5-yl)ethyl)oxazolidin-4-one BrC1=CC=C(C=C1)N1N=C(C(=C1)C1=CC=C(C=C1)F)[C@H]1O[C@H](C(N1CCC1=CC2=CC(N=C2C=C1)=O)=O)C